CN1C=2C=CC(=NC2C(=C(C1=O)[N+](=O)[O-])N1CCC(CC1)N(C1=CC=CC=C1)CC1(COC1)C)C#N 5-methyl-8-(4-(((3-methyloxetan-3-yl)methyl)(phenyl)amino)piperidin-1-yl)-7-nitro-6-oxo-5,6-dihydro-1,5-naphthyridine-2-carbonitrile